(4R,5S)-5-amino-7-ethyl-4-(4-fluorophenyl)-3-(hydroxymethyl)-1-phenyl-4H,5H-pyrazolo[3,4-b]pyridin-6-one N[C@H]1[C@@H](C2=C(N(C1=O)CC)N(N=C2CO)C2=CC=CC=C2)C2=CC=C(C=C2)F